5-fluoro-2-((1-(9-methyl-5-morpholino-2-(trifluoromethyl)imidazo[1,2-c]quinazolin-7-yl)ethyl)amino)benzoic acid FC=1C=CC(=C(C(=O)O)C1)NC(C)C1=CC(=CC=2C=3N(C(=NC12)N1CCOCC1)C=C(N3)C(F)(F)F)C